(S)-6-(3-amino-6-(tetrahydro-2H-pyran-4-yl)pyrazin-2-yl)-2-(1-(3-chlorophenyl)-2-hydroxyethyl)isoindolin-1-one NC=1C(=NC(=CN1)C1CCOCC1)C1=CC=C2CN(C(C2=C1)=O)[C@H](CO)C1=CC(=CC=C1)Cl